1-(2'-hydroxypropyl)benzotriazole OC(CN1N=NC2=C1C=CC=C2)C